NC=1C2=C(N=CN1)N(C=C2C2CCCC2)[C@H]2C[C@@H]([C@H](O2)COC2=CC=C1C=CC(=NC1=C2)NC)O (2R,3S,5R)-5-(4-amino-5-cyclopentyl-7H-pyrrolo[2,3-d]pyrimidin-7-yl)-2-(((2-(methylamino)quinolin-7-yl)oxy)methyl)tetrahydrofuran-3-ol